C1(CC1)C1=NC(=NO1)C=1C(=C(C=CC1)NC1=CC=NC=C1C(=O)NC)OC 4-((3-(5-cyclopropyl-1,2,4-oxadiazol-3-yl)-2-methoxyphenyl)amino)-N-methylnicotinamide